tert-butyl 4-cyano-3-(2-methoxy-2-oxoethyl)-1-(4-((trifluoromethyl)thio)phenyl)-1,4,6,7-tetrahydro-5H-pyrazolo[4,3-c]pyridine-5-carboxylate C(#N)C1N(CCC2=C1C(=NN2C2=CC=C(C=C2)SC(F)(F)F)CC(=O)OC)C(=O)OC(C)(C)C